ClC=1C=C(C=CC1N1CCN(CC1)C1CC1)NC(=O)C=1C(NC=CC1NC1=C(C2=C(OCCN2)N=C1)C)=O N-(3-chloro-4-(4-cyclopropylpiperazin-1-yl)phenyl)-4-((8-methyl-2,3-dihydro-1H-pyrido[2,3-b][1,4]oxazin-7-yl)amino)-2-oxo-1,2-dihydropyridine-3-carboxamide